(1-(5-(3'-chloro-5-fluoro-2-hydroxy-4'-(3-methyl-2-oxo-2,3-dihydro-1H-imidazol-1-yl)-[1,1'-biphenyl]-3-yl)pyridin-3-yl)-3-methylpyrrolidin-3-yl)carbamic acid tert-butyl ester C(C)(C)(C)OC(NC1(CN(CC1)C=1C=NC=C(C1)C=1C(=C(C=C(C1)F)C1=CC(=C(C=C1)N1C(N(C=C1)C)=O)Cl)O)C)=O